C(C1=CC=CC=C1)(=O)NC1CCCC12CCN(CC2)C(=O)OC(C)(C)C tert-butyl 1-benzoylamino-8-azaspiro[4.5]decane-8-carboxylate